7-((3-chlorobenzyl)oxy)-N-(prop-2-yn-1-yl)-1,2,3,4-tetrahydronaphthalen-1-amine ClC=1C=C(COC2=CC=C3CCCC(C3=C2)NCC#C)C=CC1